2-fluoro-N-((2R)-1-(4-(4-fluorophenyl)-2-isopropyl-1-oxo-2,8-diazaspiro[4.5]decan-8-yl)-3-methyl-1-oxobutan-2-yl)-5-(trifluoromethyl)benzamide FC1=C(C(=O)N[C@@H](C(=O)N2CCC3(C(CN(C3=O)C(C)C)C3=CC=C(C=C3)F)CC2)C(C)C)C=C(C=C1)C(F)(F)F